diphenyl-methylenefluorene 4-[3,5-dioxo-7-(4-hydroxyphenyl)hepta-1,6-dieneyl]phenolate O=C(C=CC1=CC=C(C=C1)[O-])CC(C=CC1=CC=C(C=C1)O)=O.C1(=CC=CC=C1)C1=C(C(C2=CC3=CC=CC=C3C2=C1)=C)C1=CC=CC=C1